((3-(2-(2,6-dioxopiperidin-3-yl)-1-oxoisoindolin-4-yl)cyclopent-2-en-1-yl)methyl)picolinamide O=C1NC(CCC1N1C(C2=CC=CC(=C2C1)C1=CC(CC1)CC=1C(=NC=CC1)C(=O)N)=O)=O